C(CCC)C1=NC2(C(N1CC1=CC(=C(C=C1)C=1C(=CC=CC1)S(=O)(=O)NC1=NOC(=C1C)C)COCC)=O)CCN(CC2)C(=O)C2=CN=NC=C2 4'-((2-butyl-4-oxo-8-(pyridazine-4-carbonyl)-1,3,8-triazaspiro[4.5]dec-1-en-3-yl)methyl)-N-(4,5-dimethylisoxazol-3-yl)-2'-(ethoxymethyl)-[1,1'-biphenyl]-2-sulfonamide